COC1=CC=C(C=C1)C(C(=O)N)C(C1=CC=CC=C1)=O (4-methoxyphenyl)-3-oxo-3-phenylpropanamide